N(=[N+]=[N-])C(C(=O)O)(C)C1=CC(=CC=C1)C(C1=CC=CC=C1)=O 2-azido-2-(3-benzoylphenyl)propionic acid